(but-3-en-1-yloxy)-3-fluoro-2-nitrobenzene C(CC=C)OC1=C(C(=CC=C1)F)[N+](=O)[O-]